tert-Butyl (2S,5S)-2-(azidomethyl)-5-(4-bromophenyl)pyrrolidine-1-carboxylate N(=[N+]=[N-])C[C@H]1N([C@@H](CC1)C1=CC=C(C=C1)Br)C(=O)OC(C)(C)C